3-methylimidazolium lithium hexafluorophosphate F[P-](F)(F)(F)(F)F.[Li].C[N+]1=CNC=C1